Pyridine-3-carbonitrile trifluoroacetate FC(C(=O)O)(F)F.N1=CC(=CC=C1)C#N